NCC(=O)O L-Glycin